ClC=1C(=NC=CC1)N1CCC(CC1)C1=CC=2C(=NC=CN2)N(C1)CC1=NC=CC=C1C(F)(F)F 7-(1-(3-chloropyridin-2-yl)piperidin-4-yl)-5-((3-(trifluoromethyl)pyridin-2-yl)methyl)-5,6-dihydropyrido[2,3-b]pyrazine